N1(CCNCC1)C=1C=NN2C1C=CC(=C2)C=2C=NN(C2)CCO 2-[4-(3-piperazine-1-ylpyrazolo[1,5-a]pyridin-6-yl)-1H-pyrazol-1-yl]ethanol